2-(2-(methyl-d3)propan-2-yl-1,1,1,3,3,3-d6)-5H-spiro[benzo[d]thiazole-6,4'-piperidin]-4(7H)-one C(C(C([2H])([2H])[2H])(C([2H])([2H])[2H])C=1SC2=C(N1)C(CC1(CCNCC1)C2)=O)([2H])([2H])[2H]